FC1=C(CC2=NC3=C(N2[C@@H]2COCC2(C)C)C=C(C=C3)C(=O)O)C=C(C(=C1)C1=NC(=CC=C1)OCC=1C=C3CN(CC3=CC1)S(=O)(=O)C)F (S)-2-(2,5-difluoro-4-(6-((2-(methylsulfonyl)isoindolin-5-yl)methoxy)pyridin-2-yl)benzyl)-1-(4,4-dimethyltetrahydrofuran-3-yl)-1H-benzo[d]imidazole-6-carboxylic acid